O=C1N(C(CC1)=O)OC(=O)C=1C=C(C=CC1)N1C(C=CC1=O)=O 1-(3-{[(2,5-dioxopyrrolidin-1-yl)oxy]carbonyl}phenyl)-1H-pyrrole-2,5-dione